2-((3-(2,6-Dioxopiperidin-3-yl)-1-methyl-1H-indazol-7-yl)oxy)-N-(1-methyl-3-(trifluoromethyl)-1H-pyrazol-5-yl)acetamide O=C1NC(CCC1C1=NN(C2=C(C=CC=C12)OCC(=O)NC1=CC(=NN1C)C(F)(F)F)C)=O